(6-(2,5-dichloropyrimidin-4-yl)-8-fluoro-4-isopropylquinolin-2-yl)propan-2-ol guanosine-5'-triphosphate P(O)(=O)(OP(=O)(O)OP(=O)(O)O)OC[C@@H]1[C@H]([C@H]([C@@H](O1)N1C=NC=2C(=O)NC(N)=NC12)O)O.ClC1=NC=C(C(=N1)C=1C=C2C(=CC(=NC2=C(C1)F)CC(C)O)C(C)C)Cl